C(N)(O[C@H]1COC2(C1)CCN(CC2)S(=O)(=O)C=2C=C1C(=NC2)NC=C1C(F)(F)F)=O ((R)-8-((3-(trifluoromethyl)-1H-pyrrolo[2,3-b]pyridin-5-yl) sulfonyl)-1-oxa-8-azaspiro[4.5]dec-3-yl) carbamate